COC1CCN(CC1)C=1OC2=C(N1)C=C(C=C2)NC(=O)C=2C=CC1=C(CCO1)C2 2,3-dihydro-benzofuran-5-carboxylic acid [2-(4-methoxy-piperidin-1-yl)-benzooxazol-5-yl]-amide